tert-Butyl (1-(1-(5-((4-methoxybenzyl)oxy)-6-((1R,5S)-2-oxo-3-azabicyclo[3.1.0]hexan-3-yl)pyridin-3-yl)ethyl)-1H-pyrazol-4-yl)carbamate COC1=CC=C(COC=2C=C(C=NC2N2C([C@@H]3C[C@@H]3C2)=O)C(C)N2N=CC(=C2)NC(OC(C)(C)C)=O)C=C1